4-(pyridin-2-yloxy)-2-(trifluoromethyl)benzonitrile N1=C(C=CC=C1)OC1=CC(=C(C#N)C=C1)C(F)(F)F